FC(C=1C=C(C=CC1)C1=CN=C2N1N=C(C=C2)NC21CCC(CC2)CC1)(F)F 4-[[3-[3-(Trifluoromethyl)phenyl]imidazo[1,2-b]pyridazin-6-yl]amino]bicyclo[2.2.2]octane